CC=1C=C(C=C(C1O)C)CC1=C(C=C(C(=C1)CC1=CC(=C(C(=C1)C)O)C)O)O 4,6-Bis-[(3,5-dimethyl-4-hydroxyphenyl)methyl]-1,3-benzenediol